C(C1=CC=CC=C1)(=O)OCCCCCCCCCCCCCCCCCCCCCCCC (tetracosanol) benzoate